6-benzyl-2-methyl-N-(3-methylbenzyl)-5-oxo-5,6-dihydro-1,6-naphthyridine-3-carboxamide C(C1=CC=CC=C1)N1C(C=2C=C(C(=NC2C=C1)C)C(=O)NCC1=CC(=CC=C1)C)=O